N-methyl{1-[5-(3,4-difluorophenyl)-2-(4,6-dimethyl-2-pyridyl)-1,3-oxazol-4-yl]-5-fluoro-2-oxo-1,2-dihydro-4-pyrimidinyl}amine CNC1=NC(N(C=C1F)C=1N=C(OC1C1=CC(=C(C=C1)F)F)C1=NC(=CC(=C1)C)C)=O